C(CCCCCCCCCCCCCCCCCCCCC)OC1=C(C=CC(=C1)OCCCCCCCCCCCCCCCCCCCCCC)CNC(COC1=CC=C(C=C1)C(NC(OCC1C2=CC=CC=C2C=2C=CC=CC12)=O)C1=C(C=C(C=C1)OC)OC)=O 9H-Fluoren-9-ylmethyl N-[[4-[2-[[2,4-di(docosoxy)phenyl]methylamino]-2-oxo-ethoxy]phenyl]-(2,4-dimethoxyphenyl)methyl]carbamate